C(C)(=O)OC1=C(C=C(C=C1)OC(C)=O)OC(C)=O 1,2,4-triacetoxybenzene